C1(CC1)OC1=NC=CC=C1C=1C=NN2C1N=C(C=C2)N2C[C@H](NCC2)C(=O)OC methyl (S)-4-(3-(2-cyclopropoxypyridin-3-yl)pyrazolo[1,5-a]pyrimidin-5-yl)piperazine-2-carboxylate